FC=1C=C(C=C(C1)F)N1CC(CC2=CC=CC=C12)CNC(C=C)=O N-((1-(3,5-difluorophenyl)-1,2,3,4-tetrahydroquinolin-3-yl)methyl)acrylamide